The molecule is a synthetic RNA fragment comprised of four uridine, four adenosine and two guanosine residues connected by 3'->5' phosphodiester linkages in the sequence A-U-G-U-A-G-A-U-U-A. C1=CN(C(=O)NC1=O)[C@H]2[C@@H]([C@@H]([C@H](O2)COP(=O)(O)O[C@@H]3[C@H](O[C@H]([C@@H]3O)N4C=NC5=C(N=CN=C54)N)CO)OP(=O)(O)OC[C@@H]6[C@H]([C@H]([C@@H](O6)N7C=NC8=C7N=C(NC8=O)N)O)OP(=O)(O)OC[C@@H]9[C@H]([C@H]([C@@H](O9)N1C=CC(=O)NC1=O)O)OP(=O)(O)OC[C@@H]1[C@H]([C@H]([C@@H](O1)N1C=NC2=C(N=CN=C21)N)O)OP(=O)(O)OC[C@@H]1[C@H]([C@H]([C@@H](O1)N1C=NC2=C1N=C(NC2=O)N)O)OP(=O)(O)OC[C@@H]1[C@H]([C@H]([C@@H](O1)N1C=NC2=C(N=CN=C21)N)O)OP(=O)(O)OC[C@@H]1[C@H]([C@H]([C@@H](O1)N1C=CC(=O)NC1=O)O)OP(=O)(O)OC[C@@H]1[C@H]([C@H]([C@@H](O1)N1C=CC(=O)NC1=O)O)OP(=O)(O)OC[C@@H]1[C@H]([C@H]([C@@H](O1)N1C=NC2=C(N=CN=C21)N)O)O)O